((2S,3S)-2-((2-((tert-butoxycarbonyl)amino)-3-fluorophenyl)(methyl)carbamoyl)-1-(6-methyl-4-(trifluoromethyl)pyridin-2-yl)-5-oxopyrrolidin-3-yl)methyl methanesulfonate CS(=O)(=O)OC[C@@H]1[C@H](N(C(C1)=O)C1=NC(=CC(=C1)C(F)(F)F)C)C(N(C)C1=C(C(=CC=C1)F)NC(=O)OC(C)(C)C)=O